bicyclo[2.2.1]heptane-2,3,5,6-tetracarboxylic acid-2,3:5,6-dianhydride C12C3C(C(C4C1C(=O)OC4=O)C2)C(=O)OC3=O